C12(CC3CC(CC(C1)C3)C2)NC(=O)C=2NC=C(C2)C=2C=NC(=CC2)OC N-(adamantan-1-yl)-4-(6-methoxypyridin-3-yl)-1H-pyrrole-2-carboxamide